tetrahydroisoxazolo[4,3-c]pyridine N1OCC2CN=CC=C21